2,3-dihydro-2,3,3-trimethylnaphtho[1,2-b]Furan-4,5-dione CC1C(C2=C(O1)C1=CC=CC=C1C(C2=O)=O)(C)C